FC=1C=C(C=NC1)NC(=O)C=1C=C2C(=NC1)NC=C2C2=CC1=CN(N=C1C=C2)C N-(5-fluoropyridin-3-yl)-3-(2-methyl-2H-indazol-5-yl)-1H-pyrrolo[2,3-b]pyridine-5-carboxamide